N[C@H](CC(=O)O)C(N)=O D-alpha-asparaginic acid